C(C)(C)(C)OC(=O)N(C(OC(C)(C)C)=O)CC#C tert-butyl N-tert-butoxycarbonyl-N-prop-2-ynyl-carbamate